2,3-DIHYDRO-1H-INDEN-5-YLBORANEDIOL C1CCC2=CC(=CC=C12)B(O)O